2,4,6-trimethylbenzylchloride CC1=C(CCl)C(=CC(=C1)C)C